tert-butyl 3-{[(1S,2S)-2-{[(tert-butoxy)carbonyl]amino}cyclopentyl]oxy}propanoate C(C)(C)(C)OC(=O)N[C@@H]1[C@H](CCC1)OCCC(=O)OC(C)(C)C